3-(4-Carboxyphenyl)-1-sulfamoyl-pyrrole-2-carboxylic acid, sodium salt [Na+].C(=O)([O-])C1=CC=C(C=C1)C1=C(N(C=C1)S(N)(=O)=O)C(=O)[O-].[Na+]